N-[4-(3-chlorophenoxy)-3-sulfamoylphenyl]-2-[3-(2-methoxyethoxy)phenyl]acetamide ClC=1C=C(OC2=C(C=C(C=C2)NC(CC2=CC(=CC=C2)OCCOC)=O)S(N)(=O)=O)C=CC1